2-(2-((S)-1-hydroxyethyl)-1H-imidazol-1-yl)but-3-en-1-ol Chloroethyl-acrylat ClCCC(C(=O)OCC(C=C)N1C(=NC=C1)[C@H](C)O)=C